ethyl 7-(3-bromopropanamido)-1H-indole-2-carboxylate BrCCC(=O)NC=1C=CC=C2C=C(NC12)C(=O)OCC